ClC=1C=C(C=CC1)C1=C(N=CN1)C=1N=C2C=C(C=NC2=CC1)NCCN1CCN(CC1)C(C)C 6-[5-(3-chlorophenyl)-1H-imidazol-4-yl]-N-[2-(4-isopropylpiperazin-1-yl)ethyl]-1,5-naphthyridin-3-amine